((2,2,13,13-tetramethyl-4,11-dioxo-3,12-dioxa-6,9-diazatetradecane-6,9-diyl)bis(methylene))bis(4-hydroxy-3,1-phenylene)dipropanoic acid CC(C)(OC(CN(CCN(CC(OC(C)(C)C)=O)CC=1C=C(C=CC1O)CCC(=O)O)CC=1C=C(C=CC1O)CCC(=O)O)=O)C